C(CCCCCC=CCCCCCCCCCCCCCCCCCCCC)(=O)O 7-Octacosenoic acid